2-(2-((tert-butoxycarbonyl)amino)-3-(1H-imidazol-4-yl)propanamido)-2-methylpropanoic acid C(C)(C)(C)OC(=O)NC(C(=O)NC(C(=O)O)(C)C)CC=1N=CNC1